OC1(CC(C1)C(=O)N1CC2(C1)CC(C2)CC2=NC(=C(C=C2)C)C(F)(F)F)C ((1s,3s)-3-hydroxy-3-methylcyclobutyl)(6-((5-methyl-6-(trifluoromethyl)pyridin-2-yl)methyl)-2-azaspiro[3.3]hept-2-yl)methanone